tert-butyl 2-(chlorosulfonyl)-7-(3-phenylpropyl)-7,8-dihydro-1,6-naphthyridine-6(5H)-carboxylate ClS(=O)(=O)C1=NC=2CC(N(CC2C=C1)C(=O)OC(C)(C)C)CCCC1=CC=CC=C1